(4-amino-1,3-dihydrofuro[3,4-c]quinolin-8-yl)((3s,5r)-3-(2-fluoro-4-(trifluoromethyl)phenyl)-5-methyl-4-morpholinyl)methanone Cinnoline-3-Carboxylate N1=NC(=CC2=CC=CC=C12)C(=O)O.NC1=NC=2C=CC(=CC2C2=C1COC2)C(=O)N2[C@H](COC[C@H]2C)C2=C(C=C(C=C2)C(F)(F)F)F